FC=1C=2N(C=C(C1)C=1C3=CN(N=C3C(=CC1)C(=O)NC1CCN(CC1)C(=O)OC(C)(C)C)C)C=C(N2)C tert-butyl 4-(4-{8-fluoro-2-methylimidazo[1,2-a]pyridin-6-yl}-2-methylindazole-7-amido)piperidine-1-carboxylate